tert-butyl ((R)-2-hydroxy-3-(3-(methylsulfonyl)phenoxy)propyl)((S)-1-oxa-8-azaspiro[4.5]decan-3-yl)carbamate O[C@H](CN(C(OC(C)(C)C)=O)[C@@H]1COC2(C1)CCNCC2)COC2=CC(=CC=C2)S(=O)(=O)C